FC1=CC(=C(C=C1C=1CCN(CC1)CC=1SC=CN1)NC(=O)C1=CNC(C=C1C(F)(F)F)=O)N1C[C@H](N([C@H](C1)C)C)C N-[4-fluoro-2-[(3R,5S)-3,4,5-trimethylpiperazin-1-yl]-5-[1-(1,3-thiazol-2-ylmethyl)-3,6-dihydro-2H-pyridin-4-yl]phenyl]-6-oxo-4-(trifluoromethyl)-1H-pyridine-3-carboxamide